C(CC)OCC(C)O 1-(n-propoxy)-2-propanol